ClC1=NC=C(C#N)C=C1C 6-chloro-5-methylnicotinonitrile